2-methacryloxy-n-pentylthio-5-n-propylthio-1,3,4-thiadiazole C(C(=C)C)(=O)OC(CSC=1SC(=NN1)SCCC)CCC